NC1=C(C(=O)OC)C=C(C(=C1Br)F)Br methyl 2-amino-3,5-dibromo-4-fluorobenzoate